[C@H]12COC[C@H](CC1)N2C=2C1=C(N=CN2)NC(=C1)C1=CC=C(C=C1)NC(C1=NC=CC(=C1)CN1C[C@@H](CCC1)NC(C(=C)F)=O)=O N-(4-(4-((1R,5S)-3-oxa-8-azabicyclo[3.2.1]octan-8-yl)-7H-pyrrolo[2,3-d]pyrimidin-6-yl)phenyl)-4-(((R)-3-(2-fluoroacrylamido)piperidin-1-yl)methyl)picolinamide